N1-(4-Methoxybenzyl)-N3-(2-(4-methoxyphenyl)quinolin-4-yl)-N1-methyl-propane-1,3-diamine COC1=CC=C(CN(CCCNC2=CC(=NC3=CC=CC=C23)C2=CC=C(C=C2)OC)C)C=C1